4-((2,4-bis(benzyloxy)-N-(4-chlorophenyl)-5-isopropylbenzamido)methyl)benzoic acid C(C1=CC=CC=C1)OC1=C(C(=O)N(C2=CC=C(C=C2)Cl)CC2=CC=C(C(=O)O)C=C2)C=C(C(=C1)OCC1=CC=CC=C1)C(C)C